C(#N)C(=C1CCN(CC1)C(=O)OC(C)(C)C)C1=CC=CC2=CN(N=C12)C1OCCCC1 tert-butyl 4-{cyano[2-(tetrahydro-2H-pyran-2-yl)-2H-indazol-7-yl] methylene}piperidine-1-carboxylate